C(C(=C)C)(=O)OCCP(=O)=C(O)C[N+](C)(C)C 2-Methacryloyl-oxyethyl-phosphoryl-choline